BrC1C(N(C(CCC1)=O)C)=O 3-bromo-1-methylazepan-2,7-dione